sodium iso-octyl acrylate C(C=C)(=O)OCCCCCC(C)C.[Na]